C(C)OC(CN(C)CC1=CC=2C(=C3C4(NC(NC3=C(C2)Cl)=O)CCCCC4)O1)=O.COC1=C(C(OC)(OC)C4=CC=CC=C4)C=CC=C1 (trimethoxybenzyl)benzene ethyl-2-({5'-chloro-7'-oxo-7',8'-dihydro-6'H-spiro[cyclohexane-1,9'-furo[2,3-f]quinazoline]-2'-ylmethyl}(methyl)amino)acetate